[8-(6,7-dimethoxy-3-methylcinnolin-4-yl)-2,8-diazaspiro[4.5]decan-2-yl](imino)methyl-λ6-sulfanone COC=1C=C2C(=C(N=NC2=CC1OC)C)N1CCC2(CCN(C2)[SH2](=O)C=N)CC1